CC1=NC=CC(N1)=O methyl-pyrimidin-4(3H)-one